[(3R,5aS,6R,8aS,9R,10R,12R,12aR)-3,6,9-trimethyldecahydro-12H-3,12-epoxypyrano[4,3-j][1,2]benzodioxepin-10-yl]oxylethan-1-ol C[C@@]12OO[C@]34[C@@H](CC1)[C@@H](CC[C@H]3[C@H]([C@@H](O[C@@H]4O2)OC(C)O)C)C